ClC=1C=CC(=C(C1)CNC(=O)C1CN(C(C1)=O)CC(C)C)C N-[(5-chloro-2-methylphenyl)methyl]-1-(2-methylpropyl)-5-oxopyrrolidine-3-carboxamid